[Pt+4].CC(C(=O)[O-])C(=O)C(C)(C)C.CC(C(=O)[O-])C(=O)C(C)(C)C.CC(C(=O)[O-])C(=O)C(C)(C)C.CC(C(=O)[O-])C(=O)C(C)(C)C trimethyl(methylacetoacetate) platinum(IV)